2-(methylsulfonyl)-5-(trifluoromethoxy)pyrimidine-4-carboxylic acid CS(=O)(=O)C1=NC=C(C(=N1)C(=O)O)OC(F)(F)F